bis(triethoxy-silyl propyl) tetrasulfide C(C)OC(CC([SiH3])(OCC)OCC)SSSSC(CC([SiH3])(OCC)OCC)OCC